ClC1=C(C=C(C=C1)C(CO)(C)NC1=NC2=C(N1)C=CC=C2CNC=2OC=CN2)F 2-(4-chloro-3-fluorophenyl)-2-[(4-{[(1,3-oxazol-2-yl)amino]-methyl}-1H-1,3-benzodiazol-2-yl)amino]propan-1-ol